C(CCCCCCC)[NH3+] octanaminium